6-bromo-3-iodo-N-methylquinolin-4-amine BrC=1C=C2C(=C(C=NC2=CC1)I)NC